1-(5-Cyclohexylpyrazolo[1,5-a]pyrimidin-7-yl)pyrrolidin-3-ol C1(CCCCC1)C1=NC=2N(C(=C1)N1CC(CC1)O)N=CC2